methyl (2R)-3-[(tert-butyldimethylsilyl)oxy]-2-hydroxypropanoate [Si](C)(C)(C(C)(C)C)OC[C@H](C(=O)OC)O